rac-Camphor C12(C(=O)CC(CC1)C2(C)C)C